3-(1-fluorocyclopropyl)-1H-pyrazole FC1(CC1)C1=NNC=C1